2-((((4,5-dimethoxy-2-nitrobenzyl)oxy)carbonyl)amino)propanoate COC1=CC(=C(COC(=O)NC(C(=O)[O-])C)C=C1OC)[N+](=O)[O-]